ethyltetramethylcyclopentadienyl(1-isobutyl-1,5,6,7-tetrahydro-s-indacenyl)hafnium C(C)[Hf](C1(C=CC2=CC=3CCCC3C=C12)CC(C)C)C1C(=C(C(=C1C)C)C)C